FC1(C2CN(CC12)C=1C=C(C=NC1)C=1N=NN(C1)CC=1N=C2N(C=C(C=C2)CNCC23CC(C2)(C3)F)C1)F 1-[2-[[4-[5-(6,6-difluoro-3-azabicyclo[3.1.0]hex-3-yl)-3-pyridyl]triazol-1-yl]methyl]imidazo[1,2-a]pyridin-6-yl]-N-[(3-fluoro-1-bicyclo[1.1.1]pentyl)methyl]methylamine